6-bromo-3-((4-methoxy-3-(piperazin-1-yl)phenyl)sulfonyl)-1H-indole BrC1=CC=C2C(=CNC2=C1)S(=O)(=O)C1=CC(=C(C=C1)OC)N1CCNCC1